6-(4-cyclopropyl-6-methoxypyrimidin-5-yl)-1-(4-(1-methyl-4-(trifluoromethyl)-1H-imidazol-2-yl)benzyl)-1H-pyrazolo[3,4-d]pyrimidine C1(CC1)C1=NC=NC(=C1C1=NC=C2C(=N1)N(N=C2)CC2=CC=C(C=C2)C=2N(C=C(N2)C(F)(F)F)C)OC